methallylnickel hexafluorophosphate F[P-](F)(F)(F)(F)F.C(C(C)=C)[Ni+]